FC=1C=C(C=CC1F)C=1C=C(C=NC1)OC=1C=CC(=C(C#N)C1)N1CC2(C1)CCN(CC2)S(=O)(=O)C 5-((5-(3,4-difluorophenyl)pyridin-3-yl)oxy)-2-(7-(methylsulfonyl)-2,7-diazaspiro[3.5]nonan-2-yl)benzonitrile